NC1=NC(=C(C=C1C=1C=C2CCNC(C2=C(C1)N(C)C)=O)C1=CC=C(C=C1)N1CCN(CC1)C(C)C)F 6-(2-amino-6-fluoro-5-(4-(4-isopropylpiperazin-1-yl)phenyl)pyridin-3-yl)-8-(dimethylamino)-3,4-dihydroisoquinolin-1(2H)-one